S1C2=C(C=C1)C=CC(=C2)C=2C=C1CCN(CC1=CC2)C(=O)NC2=CNC1=CC=C(C=C21)F 6-(benzo[b]thiophen-6-yl)-N-(5-fluoro-1H-indol-3-yl)-3,4-dihydroisoquinoline-2(1H)-Formamide